COC=1C=CC2=C(N=C(O2)C2=C3C=C(N=CC3=C(N=C2)NC)NC2CCC(O2)=O)C1 5-((5-(5-methoxybenzo[d]oxazol-2-yl)-8-(methylamino)-2,7-naphthyridin-3-yl)amino)dihydrofuran-2(3H)-one